CC=1C=C(C=C2C(NC(=NC12)C=1C=C2C(=NC1)SC=C2)=O)CCN2CCCCC2 8-methyl-6-(2-piperidin-1-yl-ethyl)-2-thieno[2,3-b]pyridin-5-yl-3H-quinazolin-4-one